2-morpholinopropan-1-on O1CCN(CC1)C(C=O)C